[Cu]Br copper(I) bromide